The molecule is a dipeptide zwitterion obtained by transfer of a proton from the carboxy to the amino terminus of His-Pro. Major species at pH 7.3. It is a tautomer of a His-Pro. C1C[C@H](N(C1)C(=O)[C@H](CC2=CN=CN2)[NH3+])C(=O)[O-]